CC1CCC(CC1)C(COC)(COC)CCC(F)F 2-(4-methylcyclohexyl)-2-(3,3-difluoropropyl)-1,3-dimethoxypropane